(4R)-4-amino-1-[4-[4-[6-chloro-4-[difluoro-(6-methylpyrazin-2-yl)methyl]-2-pyridyl]piperazin-1-yl]sulfonylphenyl]pyrrolidin-2-one N[C@@H]1CC(N(C1)C1=CC=C(C=C1)S(=O)(=O)N1CCN(CC1)C1=NC(=CC(=C1)C(C1=NC(=CN=C1)C)(F)F)Cl)=O